COC(=O)C1=CC=C(C=C1)NC=1N=CC2=C(N1)CN(CC2)C2=C(C1=C(OCCN1C(=O)OC(C)(C)C)N=C2)C tert-butyl 7-(2-{[4-(methoxycarbonyl)phenyl]amino}-5H,6H,7H,8H-pyrido[3,4-d]pyrimidin-7-yl)-8-methyl-1H,2H,3H-pyrido[2,3-b][1,4]oxazine-1-carboxylate